(R)-1-(4'-(4-fluoro-5-(((1-phenylethoxy)carbonyl)amino)-1H-pyrazol-1-yl)-[1,1'-biphenyl]-4-yl)cyclopropane-1-carboxylic acid FC=1C=NN(C1NC(=O)O[C@H](C)C1=CC=CC=C1)C1=CC=C(C=C1)C1=CC=C(C=C1)C1(CC1)C(=O)O